bis(2,2,6,6-tetramethylpiperidine) sebacate C(CCCCCCCCC(=O)O)(=O)O.CC1(NC(CCC1)(C)C)C.CC1(NC(CCC1)(C)C)C